CCC(=O)OCC=C.CCC(=O)OCC allyl ethyl di(methyl acetate)